C1(CC1)N1CC(C1)S(=O)(=O)N[C@@H]1C[C@@H](C1)N(C=1C2=C(N=CN1)NC=C2)C 1-cyclopropyl-N-{cis-3-[methyl(7H-pyrrolo[2,3-d]pyrimidin-4-yl)amino]cyclobutyl}-azetidine-3-sulfonamide